N1=C(C(=NC2=C3C(=C4C(=C12)C=CC=C4)C=CC=C3)C#N)C#N dibenzoquinoxalinedinitrile